2,5,8,11-tetra-tert-butyl-perylene C(C)(C)(C)C1=CC=2C=3C=C(C=C4C=C(C=C(C5=CC(=CC(=C1)C52)C(C)(C)C)C43)C(C)(C)C)C(C)(C)C